ethyl 4-(2-acetoxy-6-fluorophenyl)-1-(3-(methoxycarbonyl)phenyl)-6-methyl-2-oxo-1,2,3,4-tetrahydropyrimidine-5-carboxylate C(C)(=O)OC1=C(C(=CC=C1)F)C1NC(N(C(=C1C(=O)OCC)C)C1=CC(=CC=C1)C(=O)OC)=O